10-fluoro-2-(2,2,2-trifluoroethyl)-2,3,4,5-tetrahydro-1H-benzofuro[3,2-c]azepine FC1=CC=CC2=C1C=1CN(CCCC1O2)CC(F)(F)F